ClC1=C(C=C(C(=C1)N(C1=C(C=CC=C1)OC(F)(F)F)C)C)N=CN(C)CC N'-(2-chloro-5-methyl-4-(methyl(2-(trifluoromethoxy)phenyl)amino)phenyl)-N-ethyl-N-methylformimidamide